N-(benzhydrylideneamino)-1-methyl-imidazo[4,5-c]pyridin-6-amine C(C1=CC=CC=C1)(C1=CC=CC=C1)=NNC1=CC2=C(C=N1)N=CN2C